C(=C)[B] vinyl-boron